1-[6-(3-fluoro-4-pyridinyl)-5-(3-pyridinyl)-1,2,4-triazin-3-yl]-3-(4-methoxyphenyl)urea FC=1C=NC=CC1C1=C(N=C(N=N1)NC(=O)NC1=CC=C(C=C1)OC)C=1C=NC=CC1